COC=1C=C(C=CC1OC)C1=NC=CC=C1 (3,4-dimethoxyphenyl)pyridin